(S)-2-((4-(6-((2-ethylpyrazolo[1,5-a]pyridin-4-yl)methoxy)pyridin-2-yl)pyridine-1-yl)methyl)-1-((oxetan-2-yl)methyl)-1H-benzo[d]imidazole-6-carboxylic acid C(C)C1=NN2C(C(=CC=C2)COC2=CC=CC(=N2)C2=CCN(C=C2)CC2=NC3=C(N2C[C@H]2OCC2)C=C(C=C3)C(=O)O)=C1